C(C1=CC=CC=C1)ONC(C(C1=CNC2=CC=CC=C12)=O)=O benzyloxy-2-(3-indolyl)-oxoacetamide